C(C)(=O)OCC(C(C)O)NC(=O)C(CC(=O)O)N 3-{[1-(acetyloxy)-3-hydroxybutan-2-yl]carbamoyl}-3-aminopropanoic acid